BrC1=CC=C(C=C1)NC(=O)N[C@H](C(=O)NCC(=O)OC)CCC methyl {[(2S)-2-{[(4-bromophenyl)carbamoyl]amino}pentanoyl]amino}acetate